N1CC2(C1)CCC1=C2N=C(S1)N spiro[5,6-dihydrocyclopenta[d]thiazole-4,3'-azetidine]-2-amine